3,5-diacetyl-1,4-dihydro-lutidine C(C)(=O)C1=C(NC(=C(C1)C(C)=O)C)C